C(CCC)N(C1=CC(=C(C=C2C(N(C(N(C2=O)CC)=S)CC)=O)C=C1)C(C)C)CCCC 5-(4-(dibutylamino)-2-isopropylbenzylidene)-1,3-diethyl-2-thiobarbituric acid